ClC=1C(=C(CNC(CNCCF)=O)C=CC1)F N-(3-chloro-2-fluorobenzyl)-2-((2-fluoroethyl)amino)acetamide